N-(4-(3-amino-5-(3,5-dimethylisoxazol-4-yl)phenoxy)-3,5-dimethylphenyl)-4-(dimethylamino)butanamide NC=1C=C(OC2=C(C=C(C=C2C)NC(CCCN(C)C)=O)C)C=C(C1)C=1C(=NOC1C)C